tert-butyl (2-(3-(1-(4-amino-4-oxobutanoyl)piperidin-4-yl)-4-(5-fluoro-1-methyl-1H-indazol-6-yl)-1H-pyrazolo[3,4-b]pyridin-1-yl)acetyl)glycylglycinate NC(CCC(=O)N1CCC(CC1)C1=NN(C2=NC=CC(=C21)C2=C(C=C1C=NN(C1=C2)C)F)CC(=O)NCC(=O)NCC(=O)OC(C)(C)C)=O